(R)-4-chloro-5-(3-((6-(3,5-dimethylisoxazol-4-yl)pyrimidin-4-yl)oxy)pyrrolidin-1-yl)-2-(2-hydroxyethyl)pyridazin-3(2H)-one ClC=1C(N(N=CC1N1C[C@@H](CC1)OC1=NC=NC(=C1)C=1C(=NOC1C)C)CCO)=O